2',3',5'-triacetyl-azacytidine CC(=O)OCC1C(C(C(O1)N2C=NC(=NC2=O)N)OC(=O)C)OC(=O)C